[1-(5-acetylamino-6-ethylimidazo[2,1-b][1,3,4]thiadiazol-2-yl)-4-fluoropyrrolidin-3-yl]carbamic acid benzyl ester C(C1=CC=CC=C1)OC(NC1CN(CC1F)C1=NN2C(S1)=NC(=C2NC(C)=O)CC)=O